FC=1C=C2C(=CNC2=CC1)CCNC=1C2=C(N=C(N1)C=1C(=NC=CC1)O)SC=N2 3-(7-((2-(5-fluoro-1H-indol-3-yl)ethyl)amino)thiazolo[5,4-d]pyrimidin-5-yl)pyridin-2-ol